4-[(4-aminophenyl)[4-(cyano)phenyl]methyl]aniline NC1=CC=C(C=C1)C(C1=CC=C(N)C=C1)C1=CC=C(C=C1)C#N